ClC1=C(C=CC(=C1F)OC)[C@@H]([C@@](C(F)(F)F)(COC)O)NC1=C2C=CC(NC2=CC(=C1)F)=O 5-{(1S,2S)-[1-(2-Chloro-3-fluoro-4-methoxyphenyl)-3,3,3-trifluoro-2-hydroxy-2-(methoxymethyl)propyl]amino}-7-fluoro-1H-quinolin-2-one